NCCNCCN1C(N(CC1)CCNCCN(CC#N)CC#N)=O 2,2'-((2-((2-(3-(2-((2-aminoethyl)amino)ethyl)-2-oxoimidazolidin-1-yl)ethyl)amino)ethyl)azane-diyl)diacetonitrile